C(CCCCCCCCCCC)(=O)[O-].C(CCCCCCCCCCC)[NH-] N-lauryl-amide laurate